ClC(OC1=CC=C(C=C1)NC(=O)C1=CN(C(C=C1)=O)C1=CC2=C(CCOC2)C=C1)(F)F N-[4-(Chlorodifluoro-methoxy)phenyl]-1-(3,4-dihydro-1H-2-benzopyran-7-yl)-6-oxo-1,6-dihydropyridine-3-carboxamide